(3S)-1'-{3-[(2,3-dichloropyridin-4-yl)oxy]-1H-pyrazolo[3,4-b]pyrazin-6-yl}-1,3-dihydrospiro[inden-2,4'-piperidin]-3-amine ClC1=NC=CC(=C1Cl)OC1=NNC2=NC(=CN=C21)N2CCC1(CC2)CC2=CC=CC=C2[C@H]1N